ClC=1C(=C(C(N(N1)C)=O)CC(=O)NC1(CC1)C(F)F)CO 2-(6-chloro-5-(hydroxymethyl)-2-methyl-3-oxo-2,3-dihydropyridazin-4-yl)-N-(1-(difluoromethyl)cyclopropyl)acetamide